C(#N)[C@H](CC1=CC=C(C=C1)C=1C=CC2=C(N(C(O2)=O)C(=O)C2CC2)C1)NC(=O)C=1OC=CC=NC1 (S)-N-((S)-1-cyano-2-(4-(3-(cyclopropanecarbonyl)-2-oxo-2,3-dihydrobenzo[d]oxazol-5-yl)phenyl)ethyl)-1,4-oxazepin-2-carboxamide